ClC1=CC=C(C(=N1)N1N=C(C=C1C)C#N)OC1(CC1)C#N 1-[6-chloro-3-(1-cyanocyclopropoxy)-2-pyridyl]-5-methyl-pyrazole-3-carbonitrile